N-p-toluenesulfonylpiperidine CC1=CC=C(C=C1)S(=O)(=O)N1CCCCC1